FC1=CC(=CC2=C1OC[C@@H]1N2CCN(C1)C(=O)OC(C)(C)C)B1OC(C(O1)(C)C)(C)C tert-butyl (R)-7-fluoro-9-(4,4,5,5-tetramethyl-1,3,2-dioxaborolan-2-yl)-1,2,4a,5-tetrahydrobenzo[b]pyrazino[1,2-d][1,4]oxazine-3(4H)-carboxylate